COC1=NC=CC(=C1)C1=NOC(=N1)C(C)N 1-(3-(2-methoxypyridin-4-yl)-1,2,4-oxadiazol-5-yl)ethan-1-amine